(3-(2,3-Dihydrobenzo[b][1,4]Dioxin-6-yl)-5-methylphenyl)((4-methoxy-3,5-dimethylpyridin-2-yl)methyl)carbamic acid tert-butyl ester C(C)(C)(C)OC(N(CC1=NC=C(C(=C1C)OC)C)C1=CC(=CC(=C1)C)C1=CC2=C(OCCO2)C=C1)=O